C1(CC1)N1N=CC=C1C(=O)O 1-cyclopropyl-1H-pyrazole-5-carboxylic acid